2-[[5-(4-cyclopropyl-6-methoxy-pyrimidin-5-yl)-3-[[4-[1-(trideuteriomethyl)-4-(trifluoromethyl)imidazol-2-yl]phenyl]methyl]pyrazolo[4,3-d]pyrimidin-1-yl]methoxy]ethyl-trimethyl-silane C1(CC1)C1=NC=NC(=C1C=1N=CC2=C(N1)C(=NN2COCC[Si](C)(C)C)CC2=CC=C(C=C2)C=2N(C=C(N2)C(F)(F)F)C([2H])([2H])[2H])OC